3-(2-{[(1S,3S)-3-(2,8-diaza-5-oxanon-2-yl)cyclopentyl]amino}-5-(trifluoromethyl)pyrimidin-4-yl)-1H-pyrrolo[2,3-b]pyridine-6-carboxylic acid CN(CCOCCNC)[C@@H]1C[C@H](CC1)NC1=NC=C(C(=N1)C1=CNC2=NC(=CC=C21)C(=O)O)C(F)(F)F